ClC1=C(C=C(C=C1)S(=O)(=O)N1C[C@]2(CC3=C(C=C2CC1)N(N=C3)C3=CC=C(C=C3)F)C(=O)C3=NC=CC=C3)F (R)-(6-((4-chloro-3-fluorophenyl)sulfonyl)-1-(4-fluorophenyl)-4,4a,5,6,7,8-hexahydro-1H-pyrazolo[3,4-g]isoquinolin-4a-yl)(pyridin-2-yl)methanone